ClC=1C(=CC=C(C(=O)O)C1)OC 5-chloro-4-methoxybenzoic acid